ClC1=C(C=NC=C1)C(=O)Cl 4-chloropyridine-3-carbonyl chloride